CN(CCN(C1CCC(CC1)N)C)C N4-[2-(dimethylamino)ethyl]-N4-methyl-cyclohexane-1,4-diamine